CS(=O)(=O)OC(C)C1=NC=C(C=C1)Br 1-(5-bromo-2-pyridyl)ethyl methanesulfonate